tert-butyl N-[1-(benzenesulfonyl)-6-chloro-1H-indol-4-yl]-N-(1-methylpiperidin-4-yl)-carbamate C1(=CC=CC=C1)S(=O)(=O)N1C=CC2=C(C=C(C=C12)Cl)N(C(OC(C)(C)C)=O)C1CCN(CC1)C